((3aR,6aS)-5-(4-methyl-6,7-dihydro-5H-cyclopenta[d]pyrimidin-2-yl)hexahydropyrrolo[3,4-c]pyrrol-2(1H)-yl)methanone CC=1C2=C(N=C(N1)N1C[C@@H]3[C@H](C1)CN(C3)C=O)CCC2